NC1=CC=C(C=C1)CCN1[C@@H](O[C@H](C1=O)C)C=1C(=NN(C1)C1=CC=C(C=C1)Br)C1=NC=C(C=C1)Cl (2S,5S)-3-(4-aminophenylethyl)-2-(1-(4-bromophenyl)-3-(5-chloropyridin-2-yl)-1H-pyrazol-4-yl)-5-methyloxazolidin-4-one